1-[5-(4-benzyloxy-2-ethyl-5-methyl-pyrazol-3-yl)-2-[(4-methoxyphenyl)methyl]-1,2,4-triazol-3-yl]-6-methyl-imidazo[1,5-a]pyrazine-3-carboxylic acid ethyl ester C(C)OC(=O)C1=NC(=C2N1C=C(N=C2)C)C=2N(N=C(N2)C=2N(N=C(C2OCC2=CC=CC=C2)C)CC)CC2=CC=C(C=C2)OC